1-ethyl-5-methyl-4-(4,4,5,5-tetramethyl-1,3,2-dioxaborolan-2-yl)-1H-pyrazole C(C)N1N=CC(=C1C)B1OC(C(O1)(C)C)(C)C